diaminophenylhexanoic acid NC(C(C(=O)O)(C1=CC=CC=C1)N)CCC